(4-(2-(3,5-dichlorophenylamino)-4-(4-(piperidin-4-yl)phenylamino)pyrimidin-5-yl)-1H-pyrazol-1-yl)ethan-1-ol ClC=1C=C(C=C(C1)Cl)NC1=NC=C(C(=N1)NC1=CC=C(C=C1)C1CCNCC1)C=1C=NN(C1)C(C)O